2-(imidazo[1,5-a]pyridin-8-ylamino)-3-phenylquinazolin-4(3H)-one C=1N=CN2C1C(=CC=C2)NC2=NC1=CC=CC=C1C(N2C2=CC=CC=C2)=O